C(C)OC(/C(/C=O)=N/NC=1C=NSC1)=O.O\N=C\C(\C(=O)OCC)=N/NC=1C=NSC1 Ethyl (2E,3E)-3-(hydroxyimino)-2-[2-(1,2-thiazol-4-yl)hydrazinylidene]propanoate Ethyl-(2E)-3-oxo-2-[2-(1,2-thiazol-4-yl)hydrazinylidene]propanoate